ClC1=CC=C(C(=N1)C(=O)NS(=O)(=O)C)N[C@H](C)C=1C=C(C=C2C(N(C(=NC12)N1CCC(CC1)C1=CC=NN1C1CC1)C)=O)C (R)-6-chloro-3-((1-(2-(4-(1-cyclopropyl-1H-pyrazol-5-yl)piperidin-1-yl)-3,6-dimethyl-4-oxo-3,4-dihydroquinazolin-8-yl)ethyl)amino)-N-(methylsulfonyl)picolinamide